CC(CCO)=C 3-methyl-3-Buten-1-ol